ClC1=CC(=NC(=C1)N1CCOCC1)N1C([C@H](CC1)NC(OC(C)(C)C)=O)=O tert-butyl N-[(3S)-1-[4-chloro-6-(morpholin-4-yl)pyridin-2-yl]-2-oxopyrrolidin-3-yl]carbamate